FC1=C(C=C(C(=C1)C)C1=CC(=NC(=C1)OCCOC1OCCCC1)N1CCOCC1)N 2-fluoro-4-methyl-5-{2-morpholin-4-yl-6-[2-(tetrahydro-pyran-2-yloxy)-ethoxy]-pyridin-4-yl}-phenylamine